N(C1=CC=CC=C1)C1=C(C=CC(=C1)Cl)C(/C=C/C1=CC=C(C(=O)NC2CCC(CC2)O)C=C1)=O 4-[(E)-3-(2-Anilino-4-chlorophenyl)-3-oxoprop-1-enyl]-N-(4-hydroxycyclohexyl)benzamide